5-{2-[5-chloro-2-(5-methoxyquinoline-8-sulfonamido)-3-methylphenyl]-ethynyl}pyridine-2-carboxylic acid ClC=1C=C(C(=C(C1)C#CC=1C=CC(=NC1)C(=O)O)NS(=O)(=O)C=1C=CC(=C2C=CC=NC12)OC)C